ClC=1C=C(C=CC1C1CC1)C=1C=C2CCC(C2=C(C1)C)=O 5-(3-chloro-4-cyclopropyl-phenyl)-7-methyl-indan-1-one